COC(=O)C1C(C(CC1)=O)CCCCCC Methyl-2-hexyl-3-oxocyclopentancarboxylat